N1N=NC(=C1)CC1(CCC2=C(SC(=C2C(=O)N)N)C1=O)C1=CC=CC=C1 6-((1H-1,2,3-Triazol-4-yl)methyl)-2-amino-7-oxo-6-phenyl-4,5,6,7-tetrahydrobenzo[b]thiophene-3-carboxamide